[2-amino-4-(trifluoromethoxy)phenyl]-[(4S)-4-(2-tetrahydropyran-4-yl-3H-imidazo[4,5-b]pyridin-7-yl)azepan-1-yl]methanone NC1=C(C=CC(=C1)OC(F)(F)F)C(=O)N1CC[C@H](CCC1)C1=C2C(=NC=C1)NC(=N2)C2CCOCC2